2-(2,4-bis(trifluoromethyl)phenyl)-N-(4-fluorophenyl)-N-((5-(5-(tetrahydrofuran-3-yl)pyrimidin-2-yl)-1,3,4-oxadiazol-2-yl)methyl)acetamide FC(C1=C(C=CC(=C1)C(F)(F)F)CC(=O)N(CC=1OC(=NN1)C1=NC=C(C=N1)C1COCC1)C1=CC=C(C=C1)F)(F)F